O=C(CC(=O)SCCNC(CCNC([C@@H](C(COP(OP(OC[C@@H]1[C@H]([C@H]([C@@H](O1)N1C=NC=2C(N)=NC=NC12)O)OP(=O)(O)O)(=O)O)(=O)O)(C)C)O)=O)=O)CCC(=O)O beta-ketoadipyl-coenzyme A